CN1C(C=C(C(=C1)C=1C=NN(C1)C(C)C1=CC=CC=C1)N1CCOCC1)=O 1-methyl-4-morpholino-5-(1-(1-phenylethyl)-1H-pyrazol-4-yl)pyridin-2(1H)-one